Ethyl 2-(4-ethynylpiperidine-1-yl)acetate C(#C)C1CCN(CC1)CC(=O)OCC